BrC=1C(=C(C(=CC1)F)N=S(C)(C)=C=O)Cl ((3-bromo-2-chloro-6-fluorophenyl)imino)dimethyl-lambda6-Thioketone